1-chloro-3,3-dimethylbutan-2-one ClCC(C(C)(C)C)=O